6-(1H-indazol-6-yl)-N-(4-morpholinophenyl)-[1,2,4]triazolo[1,5-a]pyrazin-8-amine N1N=CC2=CC=C(C=C12)C=1N=C(C=2N(C1)N=CN2)NC2=CC=C(C=C2)N2CCOCC2